N-(6-(4-(cyclobutylmethyl)piperazin-1-yl)-2,2-dimethyl-2,3-dihydrobenzofuran-5-yl)pyrazolo[1,5-a]pyrimidine-3-carboxamide C1(CCC1)CN1CCN(CC1)C1=CC2=C(CC(O2)(C)C)C=C1NC(=O)C=1C=NN2C1N=CC=C2